5-(4-((2-morpholinopyrimidin-5-yl)methoxy)phenyl)-2-oxo-6-(trifluoromethyl)-1,2-dihydropyridine-3-carboxamide O1CCN(CC1)C1=NC=C(C=N1)COC1=CC=C(C=C1)C=1C=C(C(NC1C(F)(F)F)=O)C(=O)N